(2R,4R)-2-((TERT-BUTYLDIPHENYLSILYL)OXY)-N,N-BIS(4-METHOXYBENZYL)OCT-7-ENE-4-SULFONAMIDE [Si](C1=CC=CC=C1)(C1=CC=CC=C1)(C(C)(C)C)O[C@H](C)C[C@@H](CCC=C)S(=O)(=O)N(CC1=CC=C(C=C1)OC)CC1=CC=C(C=C1)OC